benzyl N-[3-({3-[1-(2-hydroxyethyl)-1H-pyrrol-3-yl]-1-(oxan-2-yl)-1H-indazol-5-yl}oxy)propyl]carbamate OCCN1C=C(C=C1)C1=NN(C2=CC=C(C=C12)OCCCNC(OCC1=CC=CC=C1)=O)C1OCCCC1